C(C=C)(=O)N1C[C@@H](N(CC1)C=1C2=C(N(C(N1)=O)C=1C(=NC=CC1S(=O)C)C(C)C)N=C(C(=C2)Cl)C2=C(C(=CC(=C2F)Cl)Cl)N)C 4-((S)-4-acryloyl-2-methylpiperazin-1-yl)-7-(2-amino-3,5-dichloro-6-fluorophenyl)-6-chloro-1-(2-isopropyl-4-(methylsulfinyl)pyridin-3-yl)pyrido[2,3-d]pyrimidin-2(1H)-one